methyl (2S)-5-cyclobutoxy-2-methyl-6-(1-(2-methylazetidin-3-yl)-1H-pyrazol-4-yl)-3,4-dihydroquinoline-1(2H)-carboxylate C1(CCC1)OC1=C2CC[C@@H](N(C2=CC=C1C=1C=NN(C1)C1C(NC1)C)C(=O)OC)C